4-(2-amino-4-ethyl-5-phenyl-3-pyridyl)phenol NC1=NC=C(C(=C1C1=CC=C(C=C1)O)CC)C1=CC=CC=C1